(S)-N-((1r,4S)-4-(1,1-difluoroethyl)-4-hydroxycyclohexyl)-4-(5-(5-fluoro-2-methoxypyridin-4-yl)-1H-pyrazole-3-carbonyl)-4-azaspiro[2.5]Octane-7-carboxamide FC(C)(F)C1(CCC(CC1)NC(=O)[C@H]1CCN(C2(CC2)C1)C(=O)C1=NNC(=C1)C1=CC(=NC=C1F)OC)O